4-(cyclohexylamino)-6-((2-methoxy-4-(2-oxopyrrolidin-1-yl)phenyl)amino)-1H-pyrrolo[2,3-b]pyridine-3-carbonitrile C1(CCCCC1)NC1=C2C(=NC(=C1)NC1=C(C=C(C=C1)N1C(CCC1)=O)OC)NC=C2C#N